1-chloro-2-(difluoromethoxy)-4-isothiocyanatobenzene ClC1=C(C=C(C=C1)N=C=S)OC(F)F